tridecyl-(2-ethoxyethoxy)silane methyl-(2-azidoacetyl)phenylalaninate CN([C@@H](CC1=CC=CC=C1)C(=O)O)C(CN=[N+]=[N-])=O.C(CCCCCCCCCCCC)[SiH2]OCCOCC